cetyltrimethylammonium Tetrafluoroborate F[B-](F)(F)F.C(CCCCCCCCCCCCCCC)[N+](C)(C)C